ClC1=C(C(C(=O)NC2=C(C=C(C=C2)C(C(F)(F)F)(C(F)(F)F)F)C)=CC=C1)C(=O)N[C@@H](CS(=O)(=O)C)C (R)-3-chloro-N-{2-methyl-4-[1,2,2,2-tetrafluoro-1-(trifluoromethyl)ethyl]phenyl}-N2-(1-methyl-2-methylsulfonylethyl)phthalamide